bromohexanoic acid BrC(C(=O)O)CCCC